C(C1=CC=CC=C1)OCC1=NN(C(N1CC)=O)C1=CC(=C(C(=O)OC(C)(C)C)C=C1C)Br tert-butyl 4-(3-((benzyloxy)methyl)-4-ethyl-5-oxo-4,5-dihydro-1H-1,2,4-triazol-1-yl)-2-bromo-5-methylbenzoate